4-(2-bromophenyl)butan-2-amine BrC1=C(C=CC=C1)CCC(C)N